6,7-dimethoxy-2-methyl-N-[1-{5-[(E)-2-phenylethenyl]thiophen-2-yl}ethyl]quinazolin-4-amine COC=1C=C2C(=NC(=NC2=CC1OC)C)NC(C)C=1SC(=CC1)\C=C\C1=CC=CC=C1